C(C)[C@@H]1[C@H]([C@H]2[C@@H]3CC[C@H]([C@@H](CCC)C)[C@]3(CC[C@@H]2[C@]2(CCC(C[C@@H]12)=O)C)C)O (5β,6β,7α)-6-ethyl-7-hydroxy-3-oxo-cholan